COC1=CC=C(CO[C@H]2[C@H](SC3=CC=C(C=C3)C)O[C@@H]([C@@H]([C@@H]2OCC2=CC=CC=C2)OCC2=CC=CC=C2)CO)C=C1 p-tolyl 2-O-p-methoxybenzyl-3,4-di-O-benzyl-1-thio-β-D-galactopyranoside